FC=1C=C(OC2=NC(=NC(=C2C(C(F)(F)F)(F)F)C2=C(C=CC=C2)C)NS(=O)(=O)C=2C=NN(C2)C)C=C(C1)C1CCN(CC1)C N-[4-[3-fluoro-5-(1-methyl-4-piperidyl)phenoxy]-6-(o-tolyl)-5-(1,1,2,2,2-pentafluoroethyl)pyrimidin-2-yl]-1-methyl-pyrazole-4-sulfonamide